tert-Butyl (4S)-2,2-dimethyl-4-[3-(2-pyridyl)-3-[(6-sulfamoyl-2-pyridyl)amino]butyl]pyrrolidine-1-carboxylate CC1(N(C[C@H](C1)CCC(C)(NC1=NC(=CC=C1)S(N)(=O)=O)C1=NC=CC=C1)C(=O)OC(C)(C)C)C